4-bromo-3,5-difluoro-benzenesulfonyl chloride BrC1=C(C=C(C=C1F)S(=O)(=O)Cl)F